C[Si](C)(C)CC(C(=O)O)(O)[Si](C)(C)C Bis(trimethylsilyl)lactic acid